FC1=CC=C(C(=O)C2CCN(CC2)CCN2C(NC3=CC=CC=C3C2=O)=O)C=C1 3-[2-[4-(4-fluorobenzoyl)-1-piperidyl]ethyl]-1H-quinazoline-2,4-dione